N[C@H]1[C@H]([C@H]2CC[C@@H]1C2CCCC)C(=O)NC2=CC(=C(C=C2)F)C(F)(F)F (1s,2s,3r,4r)-3-amino-7-butyl-N-(4-fluoro-3-(trifluoromethyl)phenyl)bicyclo[2.2.1]heptane-2-carboxamide